Cl.N1[C@@H](CCC1)C(=O)OC Methyl prolinate hydrochloride